(+-)-(5-methoxy-2-methyl-2,3-dihydro-1H-inden-2-yl)methanol COC=1C=C2C[C@](CC2=CC1)(C)CO |r|